(R)-4-(4-methoxyphenyl)-6,6a,7,8,9,10-hexahydro-5H-pyrazino[1,2-a][1,8]naphthyridine COC1=CC=C(C=C1)C=1C=2CC[C@H]3N(C2N=CC1)CCNC3